C(C)OC(=O)C=1N=NC2=CC(=CC=C2C1O)OC.CC(CC(C(=O)N)C(C)C)(C)C trimethyl-2-isopropyl-butyramide ethyl-4-hydroxy-7-methoxycinnoline-3-carboxylate